trifluoroacetyl-acetone 2-hexyldecyl-oxooctadecanoate C(CCCCC)C(CC(C(C(=O)O)=O)CCCCCCCCCCCCCCC)CCCCCCCC.FC(C(=O)CC(C)=O)(F)F